BrC=1C(=C(C(=CC1)F)N=S(C)(C)=C=O)Cl ((3-bromo-2-chloro-6-fluorophenyl)imino)dimethyl-λ6-Thioketone